cadmium zinc cadmium telluride [Te-2].[Cd+2].[Zn+2].[Cd+2].[Te-2].[Te-2]